ClC=1C=CC(=C(C1)S(=O)(=O)NC1=C(C(=C(C=C1)F)C=1C=C2C=NC(=NC2=CC1)NC1CCC(CC1)O)F)C(F)(F)F 5-chloro-N-(2,4-difluoro-3-(2-((1r,4r)-4-hydroxycyclohexylamino)quinazolin-6-yl)phenyl)-2-(trifluoromethyl)benzenesulfonamide